tert-butyl ((1s,4s)-1-methyl-4-(3-(methyl-d3)-2-oxo-6-(phenylsulfonyl)-3,6-dihydroimidazo[4,5-d]pyrrolo[2,3-b]pyridin-1(2H)-yl)cyclohexyl)carbamate CC1(CCC(CC1)N1C(N(C=2C1=C1C(=NC2)N(C=C1)S(=O)(=O)C1=CC=CC=C1)C([2H])([2H])[2H])=O)NC(OC(C)(C)C)=O